tri(cyanoethoxy)propane benzyl-(S)-aziridine-2-carboxylate C(C1=CC=CC=C1)OC(=O)[C@H]1NC1.C(#N)CCOC(CC)(OCCC#N)OCCC#N